2-(4-(2-((4-(Bis(2-hydroxydecyl)amino)butyl)disulfaneyl)ethyl)piperazin-1-yl)ethyl 5-(bis((9Z,12Z,15Z)-2-hydroxyoctadeca-9,12,15-trien-1-yl)amino)pentanoate OC(CN(CCCCC(=O)OCCN1CCN(CC1)CCSSCCCCN(CC(CCCCCCCC)O)CC(CCCCCCCC)O)CC(CCCCCC\C=C/C\C=C/C\C=C/CC)O)CCCCCC\C=C/C\C=C/C\C=C/CC